hexafluoroantimonic acid triphenylsulfonium salt C1(=CC=CC=C1)[S+](C1=CC=CC=C1)C1=CC=CC=C1.F[Sb-](F)(F)(F)(F)F.[H+]